diethyl N-(4-methylaminobenzoyl)-L-glutamate CNC1=CC=C(C(=O)N[C@@H](CCC(=O)OCC)C(=O)OCC)C=C1